OC1(CCN(CC1)C(=O)OC(C)(C)C)CC1=NC=CC(=C1)OC(C)C tert-butyl 4-hydroxy-4-[(4-isopropoxy-2-pyridyl)methyl]piperidine-1-carboxylate